C1(CCCCC1)NC(=O)C=1C=C2C(=NC(=NN2C1)N/N=C/C=1C=C(C=CC1)C)N1CCOCC1 N-cyclohexyl-4-morpholino-2-[(2E)-2-(m-tolylmethylene)hydrazino]pyrrolo[2,1-f][1,2,4]triazine-6-carboxamide